C(C)(=O)O[C@H]1[C@@H](O[C@@H](C1)[C@H](CF)OC(C)=O)N1C2=NC(=NC=C2N(C1=O)CC1CC1)N (2R,3R,5S)-5-((R)-1-acetoxy-2-fluoroethyl)-2-(2-amino-7-(cyclopropyl methyl)-8-oxo-7,8-dihydro-9H-purin-9-yl)tetrahydrofuran-3-yl acetate